N=1N=CN(C1)CC1=CC=C(C=C1)C1=NOC(=N1)C(F)(F)F 3-[4-(1,2,4-triazol-4-ylmethyl)phenyl]-5-(trifluoromethyl)-1,2,4-oxadiazole